COC1=CC(=CC2=CN(N=C12)C)N1C(N=CC=C1)N1CC(CC1)NC N-(7-methoxy-2-methyl-2H-indazol-5-yl)-2-(3-(methylamino)pyrrolidin-1-yl)pyrimidine